barium oxide [O-2].[Ba+2]